magnesium zinc magnesium sulfate S(=O)(=O)([O-])[O-].[Mg+2].[Zn+2].[Mg+2].S(=O)(=O)([O-])[O-].S(=O)(=O)([O-])[O-]